3-[[4-hydroxy-1-[(3R,4R)-1-[4-methyl-2-(4-pyridyl)thiazole-5-carbonyl]-3-phenyl-piperidine-4-carbonyl]-4-piperidinyl]methyl]pyrido[3,2-d]pyrimidin-4-one OC1(CCN(CC1)C(=O)[C@H]1[C@@H](CN(CC1)C(=O)C1=C(N=C(S1)C1=CC=NC=C1)C)C1=CC=CC=C1)CN1C=NC2=C(C1=O)N=CC=C2